(S)-5-cyclopropyl-5-(3-oxo-3-(6-(trifluoromethyl)-3,4-dihydroisoquinolin-2(1H)-yl)propyl)imidazolidine-2,4-dione C1(CC1)[C@]1(C(NC(N1)=O)=O)CCC(N1CC2=CC=C(C=C2CC1)C(F)(F)F)=O